((1R,5S,6S)-3-(2-((S)-2-methylazetidin-1-yl)-6-(trifluoromethyl)pyrimidin-4-yl)-3-azabicyclo[3.1.0]Hexane-6-yl)methanesulfinic acid sodium salt [Na+].C[C@@H]1N(CC1)C1=NC(=CC(=N1)N1C[C@H]2C([C@H]2C1)CS(=O)[O-])C(F)(F)F